FC(C1=CC=C(N=N1)C(=O)C1CC2(CN(C2)C(=O)OC(C)(C)C)C1)(F)F tert-butyl 6-[6-(trifluoromethyl) pyridazin-3-carbonyl]-2-azaspiro[3.3]heptane-2-carboxylate